NC1=C([N+](=CC2=C(C(=CC=C12)F)C1=NC=NC=C1Cl)[O-])C(NCCC)=O 4-amino-8-(5-chloropyrimidin-4-yl)-7-fluoro-3-(propylcarbamoyl)isoquinoline 2-oxide